O1CCC(CC1)C(=O)O tetrahydro-2H-pyran-4-formic acid